O1COC(CC1)COC1=NC=C(C=C1)I 2-((1,3-dioxan-4-yl)methoxy)-5-iodopyridine